COC([C@H]([C@@H](C1=CC=CC=C1)O)NC(=O)OC(C)(C)C)=O (2s,3r)-3-hydroxy-2-(Bocamino)-3-phenylpropionic acid methyl ester